FC(C1=CC2=C(SC(=C2)C(N[C@H]2CCC[C@@H]3N(C2=O)[C@@H](CC3)C(=O)N3C[C@H](CC3)C=3C=NC=CC3OC)=O)C=C1)P(O)(O)=O (fluoro(2-(((3S,6S,9aS)-3-((R)-3-(4-methoxypyridin-3-yl)pyrrolidine-1-carbonyl)-5-oxooctahydro-1H-pyrrolo[1,2-a]azepin-6-yl)carbamoyl)benzo[b]thiophen-5-yl)methyl)phosphonic acid